2-[4-[(E)-3-[3-Methoxy-4-(3-methylbutoxy)phenyl]prop-2-enoyl]phenoxy]acetic acid COC=1C=C(C=CC1OCCC(C)C)/C=C/C(=O)C1=CC=C(OCC(=O)O)C=C1